FC1=C(C(=C(C=C1OC)OC)F)C1=CC2=C(N=C(N=C2)N[C@H]2[C@H](COC2)NC(C=C)=O)C(=N1)N1CC(CC1)OC N-((3R,4S)-4-((6-(2,6-difluoro-3,5-di-methoxyphenyl)-8-(3-methoxypyrrolidin-1-yl)pyrido[3,4-d]pyrimidin-2-yl)amino)tetrahydrofuran-3-yl)acryl-amide